4-(5-(3-amino-8-azabicyclo[3.2.1]octane-8-carbonyl)-2-(pyridin-2-yl)thiophen-3-yl)-2-fluorobenzonitrile Hydrochloride Cl.NC1CC2CCC(C1)N2C(=O)C2=CC(=C(S2)C2=NC=CC=C2)C2=CC(=C(C#N)C=C2)F